C(#N)C1(CC1)[C@H]1N(SOC1)C(=O)O (4R)-4-(1-cyanocyclopropyl)-1,2,3-oxathiazolidine-3-carboxylic acid